CC1(C2C3C4C=CC(C3C(C1)C2)C4)C(=O)OCCCC 8-methyl-8-n-butoxycarbonyltetracyclo[4.4.0.12,5.17,10]-3-dodecene